2,2-difluoro-N-(4-fluoro-3-(trifluoromethyl)phenyl)-6-(5-(8-(2-hydroxyacetyl)-1-oxa-2,8-diazaspiro[4.5]dec-2-en-3-yl)-2-methoxybenzamido)benzo[d][1,3]dioxole-5-carboxamide FC1(OC2=C(O1)C=C(C(=C2)C(=O)NC2=CC(=C(C=C2)F)C(F)(F)F)NC(C2=C(C=CC(=C2)C2=NOC1(C2)CCN(CC1)C(CO)=O)OC)=O)F